para-xylene methacrylate C(C(=C)C)(=O)O.C1(=CC=C(C=C1)C)C